4-((4-((4-butylphenyl)sulfonamido)-3-(methoxycarbonyl)phenyl)amino)-4-oxobutanoic acid C(CCC)C1=CC=C(C=C1)S(=O)(=O)NC1=C(C=C(C=C1)NC(CCC(=O)O)=O)C(=O)OC